BrC=1C(=C(CNCCCNC2=CC(C3=C(N2)C=CS3)=O)C=C(C1)Br)OCCC1=CC=C(C=C1)C 5-{3-[3,5-Dibromo-2-(2-p-tolyl-ethoxy)-benzylamino]-propylamino}-4H-thieno[3,2-b]pyridine-7-one